ClC=1C(=CC(=C(C(=O)NC2=CC(=CC=C2)[S@@](=O)N(C([C@H](C)O)=O)C)C1)OC=1C(=NC(=CC1)F)C)C(F)(F)F 5-chloro-2-((6-fluoro-2-methylpyridin-3-yl)oxy)-N-(3-((R)-N-((S)-2-hydroxypropionyl)-S-methylaminosulfinyl)phenyl)-4-(trifluoromethyl)benzamide